6-bromo-8-methyl-3-(propan-2-yl)-[1,2,4]triazolo[4,3-a]pyridine BrC=1C=C(C=2N(C1)C(=NN2)C(C)C)C